N-(3-bromopropyl)-2'-nitro-N-phenylbiphenyl-4-amine BrCCCN(C1=CC=C(C=C1)C1=C(C=CC=C1)[N+](=O)[O-])C1=CC=CC=C1